C(C=C)C=1NC=CC1 allyl-pyrrol